Methyl-2-(2-chloro-4-methylphenyl)-5-[1-(phenylsulfonyl)-1H-pyrrolo[2,3-b]pyridin-4-yl]-1-{[2-(trimethylsilyl) ethoxy]methyl}-1H-pyrrole-3-carboxylate COC(=O)C1=C(N(C(=C1)C1=C2C(=NC=C1)N(C=C2)S(=O)(=O)C2=CC=CC=C2)COCC[Si](C)(C)C)C2=C(C=C(C=C2)C)Cl